C1(CCCCC1)[NH3+].Br[C@]1([C@]([C@@]([C@H]([C@H](O)O1)O)(O)C=1NC2=CC=CC=C2C1)(O)Cl)C(=O)[O-] 5-bromo-4-chloro-3-indolyl-β-D-glucuronic acid, cyclohexylammonium salt